CN(C(OC(C)(C)C)=O)C1CC(C1)OCCN1CCNCC1 tertbutyl N-methyl-N-[3-(2-piperazin-1-ylethoxy)cyclobutyl]carbamate